NC1=NNC2=C1C(=NC=C2C=2C=NN1C2N=CC=C1)C1=CC=C(CNC(C2=C(C=CC(=C2)F)OC)=O)C=C1 N-(4-(3-amino-7-(pyrazolo[1,5-a]pyrimidin-3-yl)-1H-pyrazolo[4,3-c]pyridin-4-yl)benzyl)-5-fluoro-2-methoxybenzamide